di-t-butyltin bis(2-ethylhexanoate) C(C)C(C(=O)[O-])CCCC.C(C)C(C(=O)[O-])CCCC.C(C)(C)(C)[Sn+2]C(C)(C)C